1-{6-[4-({(1R)-1-[3-(1,1-difluoro-2-hydroxy-2-methylpropyl)-2-fluorophenyl]ethyl}amino)-2,7-dimethylpyrido[2,3-d]pyrimidin-6-yl]-2,6-diazaspiro[3.3]heptan-2-yl}ethan-1-one FC(C(C)(C)O)(F)C=1C(=C(C=CC1)[C@@H](C)NC=1C2=C(N=C(N1)C)N=C(C(=C2)N2CC1(CN(C1)C(C)=O)C2)C)F